CN1N=C2C=CC(=CC2=C1)OB(O)O (2-methyl-2H-indazol-5-yl)boric acid